N1(CCCC1)CCNC1=CC=C(NC2=NC=CC(=N2)N2C=C(C3=CC=CC=C23)C(=O)N)C=C1 1-{2-[4-(2-pyrrolidin-1-yl-ethylamino)-anilino]-pyrimidin-4-yl}-1H-indole-3-carboxamide